COC(C[C@@H]1N(C(=NC2=C(C=CC=C12)F)N1CCN(CC1)C1=CC(=CC=C1)OC)C1=C(C=CC(=C1)C(F)(F)F)OC)=O {(4S)-8-Fluoro-2-[4-(3-methoxyphenyl)piperazin-1-yl]-3-[2-methoxy-5-(trifluoromethyl)phenyl]-3,4-dihydroquinazolin-4-yl}acetic acid methyl ester